(1S,2S)-N-(7-chloro-6-(1-((3S,4S)-4-hydroxy-3-methyltetrahydrofuran-3-yl)piperidin-4-yl)isoquinolin-3-yl)-2-(pyridin-3-yl)cyclopropane-1-carboxamide ClC1=C(C=C2C=C(N=CC2=C1)NC(=O)[C@@H]1[C@H](C1)C=1C=NC=CC1)C1CCN(CC1)[C@]1(COC[C@H]1O)C